C(C)(=O)N.[Co] cobalt acetamidate